O[C@@H]1C[C@H](N(C1)C([C@H](C(C)(C)C)N1N=NC(=C1)C1=CC(=CC=C1)C(C)(C)O)=O)C(=O)NC (2S,4r)-4-hydroxy-1-[(2S)-2-[4-[3-(1-hydroxy-1-methyl-ethyl)phenyl]triazol-1-yl]-3,3-dimethyl-butyryl]-N-methyl-pyrrolidine-2-carboxamide